3-(1-(6-chloropyridin-2-yl)-1H-imidazol-4-yl)-3-hydroxy-1-methylpyrrolidin-2-one ClC1=CC=CC(=N1)N1C=NC(=C1)C1(C(N(CC1)C)=O)O